3-ethyl-7-(((1S,6R)-5-(3-(methylamino)isoxazolo[4,5-b]pyridin-6-yl)-2,5-diazabicyclo[4.2.0]octan-2-yl)methyl)-1,5-naphthyridin-2(1H)-one C(C)C=1C(NC2=CC(=CN=C2C1)CN1[C@H]2CC[C@H]2N(CC1)C=1C=C2C(=NC1)C(=NO2)NC)=O